1-(3-butene-1-oxy)-3-(propargyloxy)-2-propanol difluorophosphate P(=O)(F)(F)OC(COCCC=C)COCC#C